6-(6-chloro-2-((5-(methoxymethyl)-1-methylpyrrolidin-2-yl)methoxy)-4-(piperazin-1-yl)quinazolin-7-yl)-5-(trifluoromethyl)pyridin-2-amine ClC=1C=C2C(=NC(=NC2=CC1C1=C(C=CC(=N1)N)C(F)(F)F)OCC1N(C(CC1)COC)C)N1CCNCC1